(3-(6-(4-(4-methylpiperazin-1-yl)phenyl)furo[3,2-b]pyridin-3-yl)phenyl)methanol CN1CCN(CC1)C1=CC=C(C=C1)C=1C=C2C(=NC1)C(=CO2)C=2C=C(C=CC2)CO